1-cyano-2-ethoxy-2-oxoethyliden-aminooxyldimethylamino-morpholino-carbenium hexafluorophosphate F[P-](F)(F)(F)(F)F.C(#N)C(C(=O)OCC)=C1OCCN(C1)[C+](N(C)C)ON